C12(CC3CC(CC(C1)C3)C2)CCCCNC(=O)C2=NN(C(=C2C)C2=CC=C(C=C2)Cl)C2=C(C=C(C=C2)Cl)Cl N-(4-((3r,5r,7r)-adamantan-1-yl)butyl)-5-(4-chlorophenyl)-1-(2,4-dichlorophenyl)-4-methyl-1H-pyrazole-3-carboxamide